C(C)(=O)OCN1N=C(N=C1C=1N=C2N(C=CC=N2)C1C=1N=CN(C1)COC(C)=O)C(F)(F)F [5-(3-{1-[(acetyloxy)methyl]-1H-imidazol-4-yl}imidazo[1,2-a]pyrimidin-2-yl)-3-(trifluoromethyl)-1H-1,2,4-triazol-1-yl]methyl acetate